C1(C=CC2=CC=C3C(C=CC4=CC=C1C2=C34)=O)=O pyrene-1,6-dione